C(C)(C)(C)C([13CH]=O)(C)C1=CC=CC=C1 t-butyl-phenylpropionaldehyde-13C